tert-butyl 4-(7-bromo-6-methoxy-4-oxoquinazolin-3-yl)piperidine-1-carboxylate BrC1=C(C=C2C(N(C=NC2=C1)C1CCN(CC1)C(=O)OC(C)(C)C)=O)OC